FC(OC=1C=C(C(=O)NC=2C=C3C(=CNC3=CC2)C=2CCN(CC2)CC(C)C)C=CC1)(F)F 5-(3-trifluoromethoxybenzoyl)amino-3-(1-isobutyl-1,2,3,6-tetrahydropyridin-4-yl)-1H-indole